2-(4-(aminomethyl)phenyl)-N-(1-(tetrahydro-2H-pyran-4-yl)piperidin-4-yl)-1-(2,2,2-trifluoroethyl)-1H-indol-4-amine NCC1=CC=C(C=C1)C=1N(C=2C=CC=C(C2C1)NC1CCN(CC1)C1CCOCC1)CC(F)(F)F